(1S,2S)-2-((6-(5-((((R)-1-(2-Chlorophenyl)ethoxy)carbonyl)amino)-1-methyl-1H-pyrazol-4-yl)-2-methylpyridin-3-yl)carbamoyl)cyclohexan ClC1=C(C=CC=C1)[C@H](C)OC(=O)NC1=C(C=NN1C)C1=CC=C(C(=N1)C)NC(=O)C1CCCCC1